mono-isopropoxytitanium triisostearate C(CCCCCCCCCCCCCCC(C)C)(=O)[O-].C(CCCCCCCCCCCCCCC(C)C)(=O)[O-].C(CCCCCCCCCCCCCCC(C)C)(=O)[O-].C(C)(C)O[Ti+3]